6-(3-Chloro-4-methylphenyl)-3-methyl-4-oxo-4,5-dihydropyrazolo[1,5-a]pyrazine-2-carboxylic acid ClC=1C=C(C=CC1C)C=1NC(C=2N(C1)N=C(C2C)C(=O)O)=O